C(OCCCCC)([O-])=O n-pentyl carbonate